4-((3-(4-methoxy-phenyl)imidazo[1,2-a]pyrazin-8-yl)methyl)-2-methyl-N-(2-(1-methylpiperidin-4-yl)ethyl)benzamide COC1=CC=C(C=C1)C1=CN=C2N1C=CN=C2CC2=CC(=C(C(=O)NCCC1CCN(CC1)C)C=C2)C